C(=C)C1(N(CCC1)C)CC1=CC=CC=C1 vinylbenzyl-methylpyrrolidine